C(C)(C)(C)OC=1C=C2CCC(=C(C2=CC1)C1=C(C(=O)O)C=C(C=C1)O)C1=CC=CC=C1 (6-(tert-butoxy)-2-phenyl-3,4-dihydro-naphthalen-1-yl)-5-hydroxybenzoic acid